2-(tert-butyl)-N-(2'-(4,4-difluorocyclohexyl)-3,6-difluoro-[2,4'-bipyridin]-3'-yl)pyrimidine-5-carboxamide C(C)(C)(C)C1=NC=C(C=N1)C(=O)NC=1C(=NC=CC1C1=NC(=CC=C1F)F)C1CCC(CC1)(F)F